C1(=CC=C(C=C1)C=1C(C(=CN2CC3N(C(C21)=O)CCO3)C(=O)O)=O)C 6-(4-tolyl)-5,7-dioxo-2,3,5,7,11,11a-hexahydrooxazolo[3,2-a]pyrido[1,2-d]pyrazine-8-carboxylic acid